C1(CC1)N1N=C(C(C(=C1)C(=O)NC=1C=NC(=CC1)C(C(F)F)(C(F)F)O)=O)C1=C(C=CC=C1)OCC(F)F 2-cyclopropyl-6-[2-(2,2-difluoroethoxy)phenyl]-5-oxo-N-[6-(1,1,3,3-tetrafluoro-2-hydroxypropan-2-yl)pyridin-3-yl]-2,5-dihydropyridazine-4-carboxamide